2,2'-(1,4-phenylenebis(oxy))bis(ethan-1-ol) C1(=CC=C(C=C1)OCCO)OCCO